COC1=C(C(=O)P(CC(CC(C)(C)C)C)=O)C(=CC=C1)OC 2,6-dimethoxybenzoyl-(2,4,4-trimethylpentyl)phosphine oxide